3-(5-amino-8-(1-methyl-6-oxo-1,6-dihydropyridin-3-yl)-2-(((6-methylpyridin-2-yl)methyl)amino)-[1,2,4]triazolo[1,5-c]pyrimidin-7-yl)benzonitrile NC1=NC(=C(C=2N1N=C(N2)NCC2=NC(=CC=C2)C)C2=CN(C(C=C2)=O)C)C=2C=C(C#N)C=CC2